ETHYLBUTYRATE C(C)OC(CCC)=O